S(C)(=O)(=O)O.CC(CN1C(=NC=2C1=NC(=CC2)C=2N=C(NC2C2=CC=C(C=C2)F)C2=C(C=CC=C2C(F)(F)F)F)N)(C)C 3-(2,2-dimethyl-propyl)-5-[5-(4-fluoro-phenyl)-2-(2-fluoro-6-trifluoromethyl-phenyl)-1H-imidazol-4-yl]-3H-imidazo[4,5-b]pyridin-2-ylamine mesylate